NC(C(=O)OC)CC1=NN(C=C1)C(F)F methyl 2-amino-3-(1-(difluoromethyl)-1H-pyrazol-3-yl)propanoate